1,2,3,4-tetrahydro[1,6]naphthyridine N1CCCC2=CN=CC=C12